N1=CC=CC=2C=CNC(C12)=O [1,7]Naphthyridin-8(7H)-one